C(#N)[C@]1(O[C@@H]([C@H]([C@H]1O)O)CO)C1=CC=C2C(=NC=NN21)NC(C(C)(C)OCC)=O N-(7-((2R,3R,4S,5R)-2-cyano-3,4-dihydroxy-5-(hydroxymethyl)tetrahydrofuran-2-yl)pyrrolo[2,1-f][1,2,4]triazin-4-yl)-2-ethoxy-2-methylpropanamide